[Br-].C(CC(C)C)OC1=C(C=C(C2=CC=CC=C12)OCCC(C)C)C(C[N+]1=CN(C=C1)C)=O 3-(2-(1,4-bis(isopentyloxy)naphthalen-2-yl)-2-oxoethyl)-1-methyl-1H-imidazol-3-ium bromide